1,7-bis(carbamoylmethyl)-1,4,7,10-tetraazacyclodecane C(N)(=O)CN1CCNCCN(CCN1)CC(N)=O